2-pentyl-4,5-dihydrooxazole C(CCCC)C=1OCCN1